5-(4-bromobenzyl)-pyrrolo[1,2-b]pyridazine-7-carboxamide BrC1=CC=C(CC=2C=C(N3N=CC=CC32)C(=O)N)C=C1